ClC=1C=C(C=CC1Cl)CN1N=NC(=C1C)C(=O)NC1=CC(=CC=C1)CCO 1-[(3,4-Dichlorophenyl)methyl]-N-[3-(2-hydroxyethyl)phenyl]-5-methyl-1H-1,2,3-triazole-4-carboxamide